5-(2-(5-((7R)-7-amino-2-azabicyclo[2.2.1]heptane-2-carbonyl)-7-methoxy-1-(methyl-d3)-1H-benzo[d]imidazol-2-yl)-1-(cyclopropylmethyl)-1H-pyrrolo[2,3-b]pyridin-6-yl)indolin-2-one N[C@H]1C2N(CC1CC2)C(=O)C2=CC1=C(N(C(=N1)C1=CC=3C(=NC(=CC3)C=3C=C4CC(NC4=CC3)=O)N1CC1CC1)C([2H])([2H])[2H])C(=C2)OC